ClCCC(=O)C1CC(CC=C1)N(C)C 3-chloro-1-{3-(dimethylamino)-2,4-dihydro-phenyl}propan-1-one